FC1=C(C=CC(=C1)F)N1N=C(C(C1(C(=O)NCCCC(CO)(C)C)C)C=1OC=CC1)C1=CC=C(C=C1)F 1-(2,4-difluorophenyl)-3-(4-fluorophenyl)-4-(furan-2-yl)-N-(5-hydroxy-4,4-dimethylpentyl)-5-methyl-4,5-dihydro-1H-pyrazole-5-carboxamide